(R)-3-(2-(4-(3-chlorophenyl)piperazin-1-yl)ethyl)-8-(2-morpholinoacetyl)-2,8-diazaspiro[4.5]Decan-1-one ClC=1C=C(C=CC1)N1CCN(CC1)CC[C@@H]1NC(C2(C1)CCN(CC2)C(CN2CCOCC2)=O)=O